1-(tert-butyl) 2-ethyl 1H-pyrrolo[3,2-c]pyridine-1,2-dicarboxylate N1(C(=CC=2C=NC=CC21)C(=O)OCC)C(=O)OC(C)(C)C